C1(CC1)CN1CC2=C(CC1)SC(=C2)C=2C=C(C(=C(C2)C(C=C)=O)O)OC 1-(5-(5-(cyclopropylmethyl)-4,5,6,7-tetrahydrothieno[3,2-c]pyridin-2-yl)-2-hydroxy-3-methoxyphenyl)prop-2-en-1-one